C(=O)(O)C=1C=C(C[C@H](N)C(=O)O)C=CC1C(=O)O L-3,4-dicarboxyphenylalanine